O[C@@]1(C(CN(CC1)C(C[C@@H](C)C1=CC=CC=C1)=O)(C)C)CN1C=NC(=CC1=O)C1=CC=CC=C1 3-(((S)-4-hydroxy-3,3-dimethyl-1-((R)-3-phenylbutyryl)piperidin-4-yl)methyl)-6-phenylpyrimidin-4(3H)-one